tert-butyl (2-(3-(benzyloxy)cyclobutyl)pyrimidin-5-yl)carbamate C(C1=CC=CC=C1)OC1CC(C1)C1=NC=C(C=N1)NC(OC(C)(C)C)=O